(6-(5-chloro-4-isopropyl-4H-1,2,4-triazol-3-yl)pyridin-2-yl)-4-(4-cyclopropyl-1H-imidazol-1-yl)benzofuran-2-carboxamide ClC=1N(C(=NN1)C1=CC=CC(=N1)C1=C(OC2=C1C(=CC=C2)N2C=NC(=C2)C2CC2)C(=O)N)C(C)C